5'-(2-(2-([1,1'-biphenyl]-3-yl)-6-phenylpyrimidin-4-yl)phenyl)spiro[cyclohexane-1,9'-fluorene]-2'-carbonitrile C1(=CC(=CC=C1)C1=NC(=CC(=N1)C1=C(C=CC=C1)C1=C2C=3C=CC(=CC3C3(C2=CC=C1)CCCCC3)C#N)C3=CC=CC=C3)C3=CC=CC=C3